FC1=C(C(=NN1)OC)C(F)(F)F 5-fluoro-3-methoxy-4-trifluoromethylpyrazole